N2-butyl-N2-methyl-1-(2-methylpropyl)-1H-imidazo[4,5-c]quinoline-2,4-diamine C(CCC)N(C=1N(C2=C(C(=NC=3C=CC=CC23)N)N1)CC(C)C)C